2-(4-(3-chloropropoxy)phenyl)-3-hydroxy-6-nitroquinolin-4(1H)-one ClCCCOC1=CC=C(C=C1)C=1NC2=CC=C(C=C2C(C1O)=O)[N+](=O)[O-]